(bicyclo[1.1.1]pentan-1-yl)-N,4-dimethylbenzenesulfonamide C12(CC(C1)C2)C2=C(C=CC(=C2)C)S(=O)(=O)NC